BrC=1C=C2C=C3N(C2=CC1)C=1C=CC=CC1C3=O 2-bromo-10H-indolo[1,2-a]indol-10-one